(R)-4-(((2-ammonio-3-(1-methyl-1H-indol-3-yl)propanoyl)oxy)methyl)piperidin-1-ium dihydrogen phosphate P(=O)(O)(O)[O-].[NH3+][C@@H](C(=O)OCC1CC[NH2+]CC1)CC1=CN(C2=CC=CC=C12)C.P(=O)(O)(O)[O-]